BrC=1C=C(C=CC1)C(C1CN(C1)C(=O)OC(C)(C)C)C1=NN=CN1C tert-butyl 3-((3-bromophenyl)(4-methyl-4H-1,2,4-triazol-3-yl)methyl)azetidine-1-carboxylate